N1(C=NC=C1)CC1=CC(=C2CCN(C(C2=C1)=O)C1COCC2=NC=C(C=C21)CC)C=2C(=NN(C2)C)C(F)(F)F 7-((1H-Imidazol-1-yl)methyl)-2-(3-ethyl-5,8-dihydro-6H-pyrano[3,4-b]pyridin-5-yl)-5-(1-methyl-3-(trifluoromethyl)-1H-pyrazol-4-yl)-3,4-dihydroisoquinolin-1(2H)-one